BrC1=CC(=C(C=C1)S(=O)(=O)N1CCC(CC1)(C(=O)N[C@@H](\C=C/S(=O)(=O)C)C)F)C1=C(C=CC=C1)Cl 1-[4-bromo-2-(2-chlorophenyl)phenyl]sulfonyl-4-fluoro-N-[(Z,1R)-1-methyl-3-methylsulfonyl-allyl]piperidine-4-carboxamide